(S)-2-(5-ethynyl-6-fluoro-4-(8-fluoro-4-(methyl(piperidin-2-ylmethyl)amino)-2-(4-methylpiperazin-1-yl)pyrido[4,3-d]pyrimidin-7-yl)naphthalen-2-yl)propan-2-ol C(#C)C1=C2C(=CC(=CC2=CC=C1F)C(C)(C)O)C1=C(C=2N=C(N=C(C2C=N1)N(C[C@H]1NCCCC1)C)N1CCN(CC1)C)F